[C@H]1(CCC12CCNCC2)N2C(=NC1=C3CC[C@@H](NC3=CC=C12)C)CC1=CC=CC=C1 (7S)-3-[(1R)-7-Azaspiro[3.5]nonan-1-yl]-2-benzyl-7-methyl-3H,6H,7H,8H,9H-imidazo[4,5-f]chinolin